behenyl-benzenesulfonic acid C(CCCCCCCCCCCCCCCCCCCCC)C1=C(C=CC=C1)S(=O)(=O)O